C(C)(C)SC1=CC(=C(C=C1SC(C)C)C#N)C#N 4,5-diisopropylthio-dicyanobenzene